FC1(CCN(CCC1)C1=C(C(=O)NC2=CC(=CC=C2)[S@](=O)(=N)C)C(=C(C=N1)C1=CC=CC=C1)C)F (S)-2-(4,4-difluoroazepan-1-yl)-4-methyl-N-(3-(S-methylsulfonimidoyl)phenyl)-5-phenylnicotinamide